B(F)(F)F.[Li].C(\C(\C)=C\C)(=O)O tiglic acid lithium trifluoroborate